C1(CC1)C(=O)N cyclopropanecarbonylamin